(S)-(4-(4-fluoropyrazolo[1,5-a]pyridin-2-yl)-6,7-dihydro-1H-imidazo[4,5-c]pyridin-5(4H)-yl)(oxazol-5-yl)methanone FC=1C=2N(C=CC1)N=C(C2)[C@H]2N(CCC1=C2N=CN1)C(=O)C1=CN=CO1